5-(4-((6-Ethyl-5-oxo-4,5-dihydrothieno[3,2-b]pyridin-2-yl)methyl)piperazin-1-yl)-N-methylpicolinamide C(C)C1=CC2=C(NC1=O)C=C(S2)CN2CCN(CC2)C=2C=CC(=NC2)C(=O)NC